C(CCCCCCCCCCCCCCCCCCCCC)(=O)OCC(OC(CCCCCCCCCCCCCCCCCC)=O)COP(=O)([O-])OCC[N+](C)(C)C 1-docosanoyl-2-nonadecanoyl-glycero-3-phosphocholine